CC1=CC=C(C=C1O)N 6-methyl-m-aminophenol